2-[[4-[2-[[(Cyclohexylamino)carbonyl](4-cyclohexylbutyl)amino]ethyl]phenyl]thio]-2-methylpropanoic acid C1(CCCCC1)NC(=O)N(CCC1=CC=C(C=C1)SC(C(=O)O)(C)C)CCCCC1CCCCC1